7'-morpholinospiro[cyclobutane-1,1'-pyrano[4,3-c]pyridine]-4'(3'H)-one O1CCN(CC1)C1=CC2=C(C=N1)C(COC21CCC1)=O